Cl.FC1=C(C=CC=C1C=1N=C(SC1C1=CC=NC=C1)C1=CC=C(C=C1)N1CCNCC1)C(CC)S(=O)(=O)N (2-fluoro-3-{2-[4-(piperazin-1-yl)phenyl]-5-(pyridin-4-yl)-1,3-thiazol-4-yl}phenyl)propane-1-sulfonamide hydrochloride salt